N-(2-chloro-8-(propan-2-yl)imidazo[1,2-b]pyridazin-7-yl)-N'-(3-cyano-1-methyl-1H-pyrazol-5-yl)urea ClC=1N=C2N(N=CC(=C2C(C)C)NC(=O)NC2=CC(=NN2C)C#N)C1